NC1=C(C=C(C=C1NC=1SC(=NN1)C(F)F)Br)N1C[C@@H](N(CC1)C(=O)OC(C)(C)C)C |r| tert-butyl rac-(2S)-4-[2-amino-5-bromo-3-[[5-(difluoromethyl)-1,3,4-thiadiazol-2-yl]amino]phenyl]-2-methyl-piperazine-1-carboxylate